BrC1=C(C(=CC(=C1)C(=O)C1=C(N=C2N1C=CC=N2)CC)Br)O 2,6-dibromo-4-([2-ethylimidazo[1,2-a]pyrimidin-3-yl]carbonyl)phenol